(1S,3R)-N-(7-chloro-6-(4-((3R,4R)-4-hydroxy-3-methyltetrahydrofuran-3-yl)piperazin-1-yl)isoquinolin-3-yl)-5-oxaspiro[2.4]heptane-1-carboxamide ClC1=C(C=C2C=C(N=CC2=C1)NC(=O)[C@H]1C[C@]12COCC2)N2CCN(CC2)[C@@]2(COC[C@@H]2O)C